tert-butyl 9-(2-ethoxy-2-oxoethylidene)-3-azaspiro[5.5]undecan-3-carboxylate C(C)OC(C=C1CCC2(CCN(CC2)C(=O)OC(C)(C)C)CC1)=O